BrC=1C=C2CN(C(C2=C(C1)Cl)=O)CC1=CC=C(C=C1)OC 5-bromo-7-chloro-2-(4-methoxybenzyl)isoindolin-1-one